(2R,3R,4S,5R)-2-{6-{2-[(E)-4-(diphenylamino)benzylidene]hydrazino}-9H-purin-9-yl}-5-(hydroxymethyl)tetrahydrofuran-3,4-diol C1(=CC=CC=C1)N(C1=CC=C(\C=N\NC2=C3N=CN(C3=NC=N2)[C@@H]2O[C@@H]([C@H]([C@H]2O)O)CO)C=C1)C1=CC=CC=C1